2-(4-methyl-3-pentenyl)-9-methacryloyloxy-10-acetoxy-1,2,3,4-tetrahydroanthracene CC(=CCCC1CC2=C(C3=CC=CC=C3C(=C2CC1)OC(C)=O)OC(C(=C)C)=O)C